2-(3-chloropyrazin-2-yl)-4-(2,2,2-trifluoroethyl)-1,2,4-triazol-3-one ClC=1C(=NC=CN1)N1N=CN(C1=O)CC(F)(F)F